methylmethanaminium iodide [I-].CC[NH3+]